2-Chloro-8-(4-fluorobenzyl)-7,8-dihydro-6H-pyrimido[5,4-b][1,4]oxazine ClC=1N=CC=2OCCN(C2N1)CC1=CC=C(C=C1)F